CC1(C2=CC=CC=C2C=2C=CC(=CC12)N(C1=CC2=C(C=C1)C1=CC=CC=C1C21CC(C2=CC=C(C=C12)OC)(C)C)C1=CC=2C(C3=CC=CC=C3C2C=C1)(C)C)C N,N-bis(9,9-dimethyl-9H-fluoren-2-yl)-6'-methoxy-3',3'-dimethyl-2',3'-dihydro-spiro[fluorene-9,1'-inden]-2-amine